FC(C(=O)N1C(CCCCC1)CC1=CC=C(C=C1)O)(F)F 2,2,2-trifluoro-1-(2-(4-hydroxybenzyl)azepan-1-yl)ethan-1-one